4-(2,7-diazaspiro[3.5]non-2-yl)pyrido[2,3-d]pyrimidine C1N(CC12CCNCC2)C=2C1=C(N=CN2)N=CC=C1